C(CCCCCCC)[SiH](OCC)CCCCCCCC di(n-octyl)ethoxysilane